COC1=C(C=C2CCNC(C2=C1)=O)[N+](=O)[O-] 7-methoxy-6-nitro-3,4-dihydroisoquinolin-1(2H)-one